4-((2-(4,4-difluoropiperidin-1-yl)-6-methylpyrimidin-4-yl)amino)-N-(3-methyloxetan-3-yl)-5-(6-azaspiro[2.5]oct-6-yl)quinazoline-7-sulfonamide FC1(CCN(CC1)C1=NC(=CC(=N1)NC1=NC=NC2=CC(=CC(=C12)N1CCC2(CC2)CC1)S(=O)(=O)NC1(COC1)C)C)F